3,3'-dichlorobiphenyl hydrochloride Cl.ClC=1C=C(C=CC1)C1=CC(=CC=C1)Cl